N1CC(C\C=C/CC1)C(=O)OCC ethyl (Z)-1,2,3,4,7,8-hexahydroazocine-3-carboxylate